N-[(3-amino-4-bromophenyl)methyl]-N-(4-fluoro-2-methanesulfonylphenyl)-6-(trifluoro-methyl)pyridine-3-carboxamide NC=1C=C(C=CC1Br)CN(C(=O)C=1C=NC(=CC1)C(F)(F)F)C1=C(C=C(C=C1)F)S(=O)(=O)C